ClC1=CC2=C(C=C3N2C(=NN(C3=O)CC(=O)NC3CC(C3)(C(F)(F)F)O)C(C)C)S1 2-(2-Chloro-5-isopropyl-8-oxothieno[2',3':4,5]pyrrolo[1,2-d][1,2,4]triazin-7(8H)-yl)-N-((1s,3s)-3-hydroxy-3-(trifluoromethyl)cyclobutyl)acetamide